4-(3-(4-aminopiperidin-1-yl)propoxy)-7-bromo-2H-chromen-2-one NC1CCN(CC1)CCCOC1=CC(OC2=CC(=CC=C12)Br)=O